C(C)(C)(C)[Si](OC1CC(CC1)C=1SC(=C(N1)C(F)(F)F)[Sn](CCCC)(CCCC)CCCC)(C)C tert-butyl-dimethyl-[3-[5-tributylstannyl-4-(trifluoromethyl)thiazol-2-yl]cyclopentoxy]silane